5-(diethylamino)-2-thiophenecarboxaldehyde C(C)N(C1=CC=C(S1)C=O)CC